C(C)OC(\C=C\CCCCCCCCCCCC)=O (E)-pentadecenoic acid ethyl ester